(3-(1-Benzylpiperidin-4-yl)-1H-pyrrolo[2,3-c]pyridin-1-yl)-5-fluoro-N-(2-hydroxyethyl)-N-isopropylbenzamide C(C1=CC=CC=C1)N1CCC(CC1)C1=CN(C2=CN=CC=C21)C2=C(C(=O)N(C(C)C)CCO)C=C(C=C2)F